PCCCCCC=O Phosphinohexan-6-one